(1S,2R,3S,6S)-3-((2-Methoxybenzyl)amino)-6-((quinolin-6-ylmethyl)amino)cyclohexane-1,2-diol COC1=C(CN[C@@H]2[C@H]([C@H]([C@H](CC2)NCC=2C=C3C=CC=NC3=CC2)O)O)C=CC=C1